trans-4-hydroxy-N-((trans-4-(4-methoxy-3-methylphenyl)cyclohexyl)methyl)-N-(3-(1-methyl-1H-pyrazol-4-yl)phenyl)cyclohexanecarboxamide O[C@@H]1CC[C@H](CC1)C(=O)N(C1=CC(=CC=C1)C=1C=NN(C1)C)C[C@@H]1CC[C@H](CC1)C1=CC(=C(C=C1)OC)C